1-(6-(bis(4-methoxybenzyl)amino)-2-isopropyl-4-methylpyridin-3-yl)-6,7-dichloropyrido[2,3-d]pyrimidine-2,4(1H,3H)-dione COC1=CC=C(CN(C2=CC(=C(C(=N2)C(C)C)N2C(NC(C3=C2N=C(C(=C3)Cl)Cl)=O)=O)C)CC3=CC=C(C=C3)OC)C=C1